FC=1C=C(C(=O)O)C=CC1S(=O)(=O)C 3-fluoro-4-methylsulfonyl-benzoic acid